2-imino-2H-chromen-3-thioamide N=C1OC2=CC=CC=C2C=C1C(N)=S